N1(CCOCC1)C1=CC=CC=2N1C=CN2 5-(morpholin-4-yl)imidazo[1,2-a]pyridin